CN(C=1C=CC=2C3(C4=CC=C(C=C4OC2C1)N(C)C)OC(C1=CC=C(C=C13)C(=O)NCCOCCN(C)O)=O)C 3',6'-bis(dimethylamino)-N-(2-(2-(hydroxy(methyl)amino)ethoxy)ethyl)-3-oxo-3H-spiro[isobenzofuran-1,9'-xanthene]-6-carboxamide